Tert-butyl 5-[[3-fluoro-4-[[3-[hydroxy(methyl)amino]-3-imino-propanoyl]amino]phenyl]sulfonyl-[(4-methoxyphenyl)methyl]amino]thiazole-4-carboxylate FC=1C=C(C=CC1NC(CC(=N)N(C)O)=O)S(=O)(=O)N(C1=C(N=CS1)C(=O)OC(C)(C)C)CC1=CC=C(C=C1)OC